The molecule is an acetate ester resulting from the formal condensation of the hydroxy group of (E)-hex-2-en-1-ol with the carboxy group of acetic acid. It has a role as a plant metabolite and a flavouring agent. It is an acetate ester and an olefinic compound. It derives from an (E)-hex-2-en-1-ol. CCC/C=C/COC(=O)C